C(#N)CC1CC(C1)(C1=NN=CN1C)C=1C=C(C=CC1)NC(=O)C1=CC(=C2C(=N1)C=CN2)CNCC(C)C N-(3-((1s,3s)-3-(cyanomethyl)-1-(4-methyl-4H-1,2,4-triazol-3-yl)cyclobutyl)phenyl)-7-((isobutylamino)methyl)-1H-pyrrolo[3,2-b]pyridine-5-carboxamide